1-((3-(3-bromophenyl)oxetan-3-yl)methyl)-5-methyl-1H-1,2,4-triazole BrC=1C=C(C=CC1)C1(COC1)CN1N=CN=C1C